1,1,2,3,3-pentafluoro-N,N-bis(trifluoromethyl)prop-2-en-1-amine FC(C(=C(F)F)F)(N(C(F)(F)F)C(F)(F)F)F